Cl.N[C@H](C(=O)OC(C(NC(C)C)=O)C)CC1=CC(=CC=C1)S(=O)(=O)N1CC(C1)(OC1=CC=C(C=C1)F)C1=CC=C(C=C1)Cl 1-Oxo-1-(propan-2-ylamino)propan-2-yl (2S)-2-amino-3-(3-{[3-(4-chlorophenyl)-3-(4-fluorophenoxy)azetidin-1-yl]sulfonyl}phenyl)propanoate monohydrochloride